C(#N)C=1C=C(C=NC1C=1N=NN(N1)C)NC(=O)C=1C=NN(C1C(F)(F)F)C1=C2C=CC=NC2=CC=C1 N-(5-cyano-6-(2-methyl-2H-tetrazol-5-yl)pyridin-3-yl)-1-(quinolin-5-yl)-5-(trifluoromethyl)-1H-pyrazole-4-carboxamide